1-(4-chlorophenyl)-3-(p-tolyl)isoquinoline ClC1=CC=C(C=C1)C1=NC(=CC2=CC=CC=C12)C1=CC=C(C=C1)C